C1=C(C=CC2=CC(=CC=C12)C(=O)OCC(C)C)C(=O)OCC(C)C diisobutyl 2,6-naphthalenedicarboxylate